3-(3-chloro-4-fluorophenyl)-1-(1-(6,7-difluoro-1-((1-methyl-1H-1,2,4-triazol-3-yl)methoxy)isoquinolin-4-yl)ethyl)-1-(3-hydroxypropyl)urea ClC=1C=C(C=CC1F)NC(N(CCCO)C(C)C1=CN=C(C2=CC(=C(C=C12)F)F)OCC1=NN(C=N1)C)=O